[V].[Al].[Si] silicon aluminum vanadium